(benzene-1,3,5-tricarbonyl)tris(azanediyl)tris(2-naphthoic acid) C1(=CC(=CC(=C1)C(=O)NC1=C(C=CC2=CC=CC=C12)C(=O)O)C(=O)NC1=C(C=CC2=CC=CC=C12)C(=O)O)C(=O)NC1=C(C=CC2=CC=CC=C12)C(=O)O